2-(1H-imidazol-1-yl)-N-((1r,4r)-4-(2-methoxyethoxy)cyclohexyl)-6-vinyl-pyrimidine-4-carboxamide tert-butyl-(1-(3,6-dimethoxy-5-propylpyridin-2-yl)butan-2-yl)carbamate C(C)(C)(C)N(C(O)=O)C(CC1=NC(=C(C=C1OC)CCC)OC)CC.N1(C=NC=C1)C1=NC(=CC(=N1)C(=O)NC1CCC(CC1)OCCOC)C=C